C=C(C)[C@H]1CC=C(C)CC1 Dipenten